1,2-ethanediylbis(oxy-2,1-ethanediyl)bis[3-[4-hydroxy-3-methyl-5-(2-methyl-2-propanyl)phenyl]propionate] C(COCCC(C(=O)[O-])CC1=CC(=C(C(=C1)C(C)(C)C)O)C)OCCC(C(=O)[O-])CC1=CC(=C(C(=C1)C(C)(C)C)O)C